C(=CC1=CC=CC=C1)N1C2=CC=CC=C2C=2C=CC=CC12 N-styrylcarbazole